tri(n-propylcyclopentadienyl)gadolinium (III) C(CC)C1(C=CC=C1)[Gd](C1(C=CC=C1)CCC)C1(C=CC=C1)CCC